(R)-2-bromo-5-(3-(5-(3-hydroxy-1-methyl-2-oxopyrrolidin-3-yl)isoxazol-3-yl)phenyl)thiazole-4-carboxamide BrC=1SC(=C(N1)C(=O)N)C1=CC(=CC=C1)C1=NOC(=C1)[C@]1(C(N(CC1)C)=O)O